5-{2-acetamidoimidazo[1,2-b]pyridazin-6-yl}-N-{1-[2-fluoro-5-(trifluoromethoxy)phenyl]ethyl}-2-methoxy-6-methylpyridine-3-carboxamide C(C)(=O)NC=1N=C2N(N=C(C=C2)C=2C=C(C(=NC2C)OC)C(=O)NC(C)C2=C(C=CC(=C2)OC(F)(F)F)F)C1